(S,E)-7-(Dimethylamino)-1-((1-((5-fluoro-1-methyl-1H-benzo[d]imidazol-2-yl)methyl)-6-oxo-1,6-dihydropyrimidin-5-yl)amino)-1,7-dioxohept-5-en-2-yl-dimethylcarbamat CN(C(/C=C/CC[C@H](C(=O)NC1=CN=CN(C1=O)CC1=NC2=C(N1C)C=CC(=C2)F)CN(C([O-])=O)C)=O)C